FC(C)(F)C=1C=C(C=CC1)NC(=O)C=1C(=NN(C1F)C1=CC=C(C=C1)OC(F)F)C N-(3-(1,1-difluoroethyl)phenyl)-1-(4-(difluoromethoxy)phenyl)-5-fluoro-3-methyl-1H-pyrazole-4-carboxamide